FC1=C(C=C(C=C1)NC(=O)C1=C(N(C(=C1C)C(C(=O)NC1CC(N(CC1)C)=O)=O)C)C)C N-(4-fluoro-3-methylphenyl)-1,2,4-trimethyl-5-(2-((1-methyl-2-oxopiperidin-4-yl)amino)-2-oxoacetyl)-1H-pyrrole-3-carboxamide